OC=1C=C(C=CC1O)C=1OC2=CC(=CC(=C2C(C1CCC)=O)O)O 2-(3,4-dihydroxyphenyl)-5,7-dihydroxy-3-propyl-4H-chromen-4-one